octanediol bis(4-mercaptopentanoate) SC(CCC(=O)OC(CCCCCCC)OC(CCC(C)S)=O)C